1-(4-chloro-3-fluorophenyl)-3,3-dimethyl-2,3-dihydro-1H-pyrrolo[3,2-b]pyridine-5-carboxylic acid methyl ester COC(=O)C1=CC=C2C(=N1)C(CN2C2=CC(=C(C=C2)Cl)F)(C)C